(R)-2-((2,2-dimethyl-1,3-dioxolan-4-yl)methyl)propane-1,3-diyl bis(4-methylbenzenesulfonate) CC1=CC=C(C=C1)S(=O)(=O)OCC(COS(=O)(=O)C1=CC=C(C=C1)C)C[C@H]1OC(OC1)(C)C